3-(5-(3-(4-(4-aminophenyl)piperazin-1-yl)azetidin-1-yl)-1-oxoisoindolin-2-yl)piperidine-2,6-dione NC1=CC=C(C=C1)N1CCN(CC1)C1CN(C1)C=1C=C2CN(C(C2=CC1)=O)C1C(NC(CC1)=O)=O